CC1=CC=C(C=C1)S(=O)(=O)OCCOCCOCCOCCOCC=C 2-[2-[2-(2-allyloxyethoxy)ethoxy]ethoxy]ethyl 4-methylbenzenesulfonate